NC=1C(=C(C=CC1)C1=CC=C(C=C1)C(=O)OC)C methyl 3'-amino-2'-methyl-[1,1'-biphenyl]-4-carboxylate